N,N'-diethyl-N,N'-dicyclohexyl-3-oxaglutaramide C(C)N(C(COCC(=O)N(C1CCCCC1)CC)=O)C1CCCCC1